C1(C=CC(N1C(CCON1C(C(CC1=O)S(=O)(=O)O)=O)C)=O)=O N-(γ-maleimidobutyloxy)sulfosuccinimide